1-(2-((1-((2-isopropoxy-naphthalen-1-yl)methyl)naphthalen-2-yl)oxy)ethyl)pyrrolidine tert-butyl-((3R,4R)-4-hydroxytetrahydro-2H-pyran-3-yl)carbamate C(C)(C)(C)N(C(O)=O)[C@@H]1COCC[C@H]1O.C(C)(C)OC1=C(C2=CC=CC=C2C=C1)CC1=C(C=CC2=CC=CC=C12)OCCN1CCCC1